O[C@H]1CN(CC1)C(=O)C=1C=C(C=CC1)NC1=NC=C(C(=N1)NCC=1C(=NC=CC1)N(S(=O)(=O)C)C)C(F)(F)F N-{3-[({2-[(3-{[(3R)-3-hydroxypyrrolidin-1-yl]carbonyl}phenyl)amino]-5-(trifluoromethyl)pyrimidin-4-yl}amino)methyl]pyridin-2-yl}-N-methyl-methanesulfonamide